(S)-3-(1H-indol-3-yl)-2-(4-methylphenyl-sulphonyl)-N-(5-morpholinothiazol-2-yl)propanamide N1C=C(C2=CC=CC=C12)C[C@@H](C(=O)NC=1SC(=CN1)N1CCOCC1)S(=O)(=O)C1=CC=C(C=C1)C